(S)-1-(4-(3-((1r,3r,5S,7S)-3,5-dimethyladamantan-1-yl)ureido)-3-fluorobenzyl)-N-(5-(hydroxyamino)-5-oxopentyl)piperidine-3-carboxamide C[C@]12CC3(CC(C[C@@](C1)(C3)C)C2)NC(NC2=C(C=C(CN3C[C@H](CCC3)C(=O)NCCCCC(=O)NO)C=C2)F)=O